1-(3-(3-thienyl)benzoyl)-D-prolinamide S1C=C(C=C1)C=1C=C(C(=O)N2[C@H](CCC2)C(=O)N)C=CC1